COCO[C@H]1[C@H]2[C@@H]3CC[C@H]([C@@H](CCC(=O)OC)C)[C@]3(CC[C@@H]2[C@]2(CCC(=C[C@H]2C1)O[Si](C)(C)C)C)C methyl 7α-methoxymethoxyl-3-trimethylsilyloxy-5β-chol-3-eneoate